O4-benzyl O1-tert-butyl 2-dimethoxyphosphorylpiperazine-1,4-dicarboxylate COP(=O)(OC)C1N(CCN(C1)C(=O)OCC1=CC=CC=C1)C(=O)OC(C)(C)C